(S)-5-methyl-6-(pyrrolidin-3-ylamino)-N-(thiazol-4-yl)pyridine-3-sulfonamide trifluoroacetate FC(C(=O)O)(F)F.CC=1C=C(C=NC1N[C@@H]1CNCC1)S(=O)(=O)NC=1N=CSC1